OC[C@H](C1=CC=CC=C1)NC1=NC(=NC=C1C=1OC=NN1)NC=1C=C2C(N(C(C2=CC1)=O)C(C)C)=O (S)-5-((4-((2-hydroxy-1-phenylethyl)amino)-5-(1,3,4-oxadiazol-2-yl)pyrimidin-2-yl)amino)-2-isopropylisoindoline-1,3-dione